ClC1=C(OCC2CNC(O2)=O)C=C(C=C1C(=O)N1[C@H](C=2C(CC1)=C(N(N2)C)C2=CC(=CC(=C2)F)F)C)Cl 5-[[2,5-dichloro-3-[(7S)-3-(3,5-difluorophenyl)-2,7-dimethyl-5,7-dihydro-4H-pyrazolo[3,4-c]pyridine-6-carbonyl]phenoxy]methyl]oxazolidin-2-one